OCCCCCOC(\C(=C\C1=CN(C2=NC=CC=C21)CC2=CC(=CC(=C2)C(F)(F)F)C(F)(F)F)\C#N)=O (E)-5-hydroxypentyl-3-(1-(3,5-bis(trifluoromethyl) benzyl)-1H-pyrrolo[2,3-b]pyridin-3-yl)-2-cyanoacrylate